3-Chloro-N-(3-(6-(4-methylpiperazine-1-carbonyl)-1H-benzimidazol-2-yl)-1H-pyrazolo[3,4-b]pyridin-5-yl)propionamide ClCCC(=O)NC=1C=C2C(=NC1)NN=C2C2=NC1=C(N2)C=C(C=C1)C(=O)N1CCN(CC1)C